5,5-dimethyl-1-(pyrimidin-4-yl)-4,5,6,7,8,9-hexahydro-3H-2-thia-4,5a,9-triazabenzo[cd]azulen-3-one CC1(NC(C=2SC(=C3NCCCN1C23)C2=NC=NC=C2)=O)C